C[C@@H]1OC[C@H](NC1)C1=CC=C(C=C1)N1C=CC2=C1N=CNC2=O 7-(4-((3r,6s)-6-methylmorpholin-3-yl)phenyl)-3,7-dihydro-4H-pyrrolo[2,3-d]pyrimidin-4-one